(2-butyl-1-benzofuran-3-yl) [4-(2-chloroethoxy)-3,5-diiodophenyl] ketone ClCCOC1=C(C=C(C=C1I)C(=O)C1=C(OC2=C1C=CC=C2)CCCC)I